6-iodo-7-methoxy-2-oxo-2H-chromene-3-carboxylate IC=1C=C2C=C(C(OC2=CC1OC)=O)C(=O)[O-]